N-[(3-aminophenyl)methyl]-N-methylacetamide NC=1C=C(C=CC1)CN(C(C)=O)C